2-(3,6-dibromo-2-fluorophenyl)ethane-1-sulfonamide BrC=1C(=C(C(=CC1)Br)CCS(=O)(=O)N)F